2-[(2R)-4-[4-chloro-2-(dimethylamino)benzoyl]-2-ethylpiperazin-1-yl]-5-(2-ethoxypyridin-3-yl)-N-[(3R)-pyrrolidin-3-yl]benzamide ClC1=CC(=C(C(=O)N2C[C@H](N(CC2)C2=C(C(=O)N[C@H]3CNCC3)C=C(C=C2)C=2C(=NC=CC2)OCC)CC)C=C1)N(C)C